CN(C(=O)C=1C=CC2=C(O[C@]3(CN([C@@H](C3)C(=O)OC)C(=O)OC(C)(C)C)C(N2)=O)C1)C 1'-(t-butyl) 5'-methyl (2R,5'S)-7-(dimethylcarbamoyl)-3-oxo-3,4-dihydrospiro[benzo[b][1,4]oxazine-2,3'-pyrrolidine]-1',5'-dicarboxylate